CC1CC(OC1CCCC)=O 4-methyl-5-butyl-dihydro-2(3H)furanone